S(=O)(=O)(OC1=CC=C(C=C1)C)C1=CC=C(C)C=C1 4-methylphenyl (tosylate)